NC1=CC=C(C=C1)C1=C(C=2CC3=CC=CC=C3C2C=C1)C1=CC=C(C=C1)N bis(4-aminophenyl)-fluorene